(S)-5-benzyl-N-(9-cyano-5-methyl-4-oxo-2,3,4,5-tetrahydrobenzo[b][1,4]oxazepin-3-yl)-2H-1,2,4-triazole-3-carboxamide C(C1=CC=CC=C1)C=1N=C(NN1)C(=O)N[C@@H]1C(N(C2=C(OC1)C(=CC=C2)C#N)C)=O